CCC1=CC=C(C=C1)C(=O)C(C)CN2CCCCC2 The molecule is an aromatic ketone that is N-propylpiperidine in which a hydrogen at positon 2 of the propyl group is replaced by a p-ethylbenzoyl group. It is a member of piperidines and an aromatic ketone.